1-(trifluoromethyl)cyclopentane FC(C1CCCC1)(F)F